S1CC=CC1 5H-thiophene